Methyl 4-iodo-3-methyl-1H-pyrrole-2-carboxylate IC=1C(=C(NC1)C(=O)OC)C